C(N)(=O)C(C)NC1=C(C=CC(=N1)C(=O)OC)C1CC2(CC(C2)(F)F)CCN1 Methyl 6-((1-carbamoylethyl)amino)-5-(2,2-difluoro-7-azaspiro[3.5]nonan-6-yl)pyridine-2-carboxylate